N[C@@H](CCSC)C(=O)N Methioninamid